Lithium 2-(6-(1H-imidazol-1-yl) pyridazin-3-ylamino)-4-fluoro-5-methylbenzoate N1(C=NC=C1)C1=CC=C(N=N1)NC1=C(C(=O)[O-])C=C(C(=C1)F)C.[Li+]